Formamidium Iodide [I-].C(=O)[NH3+]